(E)-N'-(3,5-bis(trifluoromethyl)benzylidene)-6-(4-methoxyphenyl)pyrazine-2-carbohydrazide FC(C=1C=C(\C=N\NC(=O)C2=NC(=CN=C2)C2=CC=C(C=C2)OC)C=C(C1)C(F)(F)F)(F)F